ethyl 2-(7-methoxy-4,4-dimethyl-1-oxo-1,2,3,4-tetrahydronaphthalen-2-yl)-2-oxoacetate COC1=CC=C2C(CC(C(C2=C1)=O)C(C(=O)OCC)=O)(C)C